P.P.[Ni] nickel bisphosphine